(S)-6-(1-amino-1,3-dihydro-spiro[inden-2,4'-piperidin]-1'-yl)-3-(1-(5-(hydroxymethyl)thiazol-2-yl)vinyl)-1,5-dihydro-4H-pyrazolo[3,4-d]pyrimidin-4-one N[C@@H]1C2=CC=CC=C2CC12CCN(CC2)C=2NC(C1=C(N2)NN=C1C(=C)C=1SC(=CN1)CO)=O